O1CCN(CC1)C(CC=O)=O 3-morpholino-propane-1,3-dione